C1N(CC2=CC=CC=C12)CC=1C=CC(=C(C1)C(C)=O)OCC1CCN(CC1)S(=O)(=O)C 1-(5-(Isoindolin-2-ylmethyl)-2-((1-(methylsulfonyl)piperidin-4-yl)methoxy)-phenyl)ethan-1-one